OCC=1C=CC(=C2C=COC21)C#N 7-(hydroxymethyl)benzofuran-4-carbonitrile